FC1(CCN(CC1)C1=NC=C(C=C1)C(F)(F)F)C(=O)NCC1=C(C(=C(C=C1)C(F)(F)F)C=1NC(C=C(N1)C(F)(F)F)=O)F 4-fluoro-N-{2-fluoro-3-[6-oxo-4-(trifluoromethyl)-1,6-dihydropyrimidin-2-yl]-4-(trifluoromethyl)benzyl}-1-[5-(trifluoromethyl)pyridin-2-yl]piperidine-4-carboxamide